C(C)OC(=O)C1N(CC2(C1)CCNCC2)C(=O)OCC2=CC=CC=C2 2,8-diazaspiro[4.5]decane-2,3-dicarboxylic acid 2-benzyl 3-ethyl ester